(3R,4R)-1-Cyclohexyl-4-{[5-(2,4-difluoro-phenyl)-isoxazole-3-carbonyl]-amino}-piperidine-3-carboxylic acid [2-(2-chloro-phenyl)-ethyl]-amide ClC1=C(C=CC=C1)CCNC(=O)[C@@H]1CN(CC[C@H]1NC(=O)C1=NOC(=C1)C1=C(C=C(C=C1)F)F)C1CCCCC1